N-(5-(2-(3,3-dimethylazetidin-1-yl)acetamido)-2-methylpyridin-3-yl)-2-(1-((methylsulfonyl)methyl)-1H-pyrazol-4-yl)pyrazolo[5,1-b]thiazole-7-carboxamide CC1(CN(C1)CC(=O)NC=1C=C(C(=NC1)C)NC(=O)C=1C=NN2C1SC(=C2)C=2C=NN(C2)CS(=O)(=O)C)C